2-((4-(2-(6-(dimethylamino)-2-methylhexan-3-yl)-2,6-diazaspiro[3.4]octan-6-yl)pyridazin-3-yl)oxy)-5-fluoro-N,N-diisopropylbenzamide CN(CCCC(C(C)C)N1CC2(C1)CN(CC2)C2=C(N=NC=C2)OC2=C(C(=O)N(C(C)C)C(C)C)C=C(C=C2)F)C